(2S,4R)-1-[(2R)-2-acetamido-3-[2-[4-(2-aminoethyl)piperazin-1-yl]ethylsulfanyl]-3-methylbutanoyl]-4-hydroxy-N-[[4-(4-methylthiazol-5-yl)phenyl]methyl]pyrrolidine-2-carboxamide C(C)(=O)N[C@H](C(=O)N1[C@@H](C[C@H](C1)O)C(=O)NCC1=CC=C(C=C1)C1=C(N=CS1)C)C(C)(C)SCCN1CCN(CC1)CCN